C(C)(=O)NC1=CC(=C(C=N1)C=1SC=2CN(CCC2N1)C(=O)OC(C)(C)C)NC1=CC(=NC(=C1)C)C(C)(F)F tert-butyl 2-(6-acetamido-4-((2-(1,1-difluoroethyl)-6-methylpyridin-4-yl) amino) pyridin-3-yl)-6,7-dihydrothiazolo[5,4-c]pyridine-5(4H)-carboxylate